COCCN1NC2=NC(=NC=C2C1=O)SC 2-(2-Methoxyethyl)-6-methylsulfanyl-1H-pyrazolo[3,4-d]pyrimidin-3-one